BrC=1C=C(C(=NC1)F)C(C(F)(F)F)=O 1-(5-bromo-2-fluoropyridin-3-yl)-2,2,2-trifluoroethanone